N-((4-(3-cyclopropyl-1,2,4-oxadiazol-5-yl)bicyclo[2.2.2]octan-1-yl)methyl)-3-fluoro-N-(3-(methylsulfonamido)phenyl)bicyclo[1.1.1]pentane-1-carboxamide C1(CC1)C1=NOC(=N1)C12CCC(CC1)(CC2)CN(C(=O)C21CC(C2)(C1)F)C1=CC(=CC=C1)NS(=O)(=O)C